7-diethylamino-3-[N-(2-maleimidoethyl)carbamoyl]coumarin C(C)N(C1=CC=C2C=C(C(OC2=C1)=O)C(NCCN1C(C=CC1=O)=O)=O)CC